5-(5-trifluoromethyl-2-benzothienyl)pyrido[3,4-b]pyrazine FC(C=1C=CC2=C(C=C(S2)C2=NC=CC=3C2=NC=CN3)C1)(F)F